C(#N)C1(CC1)[C@H]1NC(N(C1)[C@H](COC)C1=CC=2N(N=C1)C=C(N2)[C@H](C2CCC(CC2)(F)F)NC(OC(C)(C)C)=O)=O tert-butyl ((S)-(7-((S)-1-((R)-4-(1-cyanocyclopropyl)-2-oxoimidazolidin-1-yl)-2-methoxyethyl)imidazo[1,2-b]pyridazin-2-yl)(4,4-difluorocyclohexyl)methyl)carbamate